ClC1=NC=C(C(=O)NC([2H])([2H])[2H])C(=C1)NC1=CC=CC=2C=3C(CN(C12)C)=CN(N3)C 6-chloro-4-((2,5-dimethyl-4,5-dihydro-2H-pyrazolo[4,3-c]quinolin-6-yl)amino)-N-(methyl-d3)nicotinamide